4,7-dichloro-2-(4-methoxybenzyl)-1-methyl-1H-imidazo[4,5-c]quinoline ClC1=NC=2C=C(C=CC2C2=C1N=C(N2C)CC2=CC=C(C=C2)OC)Cl